5-(5-chloroindole-1-sulfonyl)-2-fluoro-4-methoxyaniline ClC=1C=C2C=CN(C2=CC1)S(=O)(=O)C=1C(=CC(=C(N)C1)F)OC